ClC=1C=C(NC1)C1=NC(=NO1)C1CCC2N(C(C3=C(CC2)C=C(N=C3)F)=O)C1 9-[5-(4-chloro-1H-pyrrol-2-yl)-1,2,4-oxadiazol-3-yl]-3-fluoro-6,6a,7,8,9,10-hexahydrodipyrido[1,2-a:4',3'-e]azepin-12(5H)-one